FC=1C=C(CNC=2C=CSC2)C=CC1 4-[(3-fluorobenzyl)amino]thiophene